FC1=C(C=CC=C1C1(CC1)C)C(C)=N[S@@](=O)C(C)(C)C (S)-N-[1-[2-fluoro-3-(1-methylcyclopropyl)phenyl]ethylidene]-2-methyl-propane-2-sulfinamide